C(C1=CC=CC=C1)OC[C@H](C(=O)N1CCC2(CC1)CN(C1=CC=CC=C12)S(=O)(=O)C)NC(C(C)(C)NC(OCOP(=O)(OCC)OCC)=O)=O ((diethoxyphosphoryl)oxyl)methyl (R)-(1-((3-(benzyloxy)-1-(1-(methylsulfonyl)spiro[indol-3,4'-piperidin]-1'-yl)-1-Oxopropan-2-yl)amino)-2-methyl-1-oxopropan-2-yl)carbamate